N-[1-(3,5-difluoro-2-pyridyl)ethyl]-6-(4-fluorophenyl)pyrido[2,3-d]pyrimidin-4-amine FC=1C(=NC=C(C1)F)C(C)NC=1C2=C(N=CN1)N=CC(=C2)C2=CC=C(C=C2)F